[(1S)-1-[4-(o-tolyl)phenyl]ethyl] (2S)-2-[(3-hydroxy-4-methoxy-pyridine-2-carbonyl)amino]propanoate OC=1C(=NC=CC1OC)C(=O)N[C@H](C(=O)O[C@@H](C)C1=CC=C(C=C1)C1=C(C=CC=C1)C)C